N1(N=CC=C1)C1=CC=C(C2=C1N=CS2)C2=CC=C(N=N2)NC2CC1CCC(C2)N1C(=O)OC(C)(C)C tert-butyl (exo)-3-({6-[4-(pyrazol-1-yl)-1,3-benzothiazol-7-yl] pyridazin-3-yl} amino)-8-azabicyclo[3.2.1]octane-8-carboxylate